propyl α-triethylsilylpropionate C(C)[Si](C(C(=O)OCCC)C)(CC)CC